1-(1-(6-aminopyridin-3-yl)piperidin-3-yl)ethan-1-ol NC1=CC=C(C=N1)N1CC(CCC1)C(C)O